CC1=CC=C(C=C1)S(=O)(=O)N1C=CC=2C1=NC=C1C2NC=N1 6-p-toluenesulfonyl-1,6-dihydroimidazo[4,5-d]pyrrolo[2,3-b]pyridine